NCCNCC(=O)O β-aminoethylglycine